indium bismuth tin lead [Pb].[Sn].[Bi].[In]